F[Si] cis-fluorosilicon